2-[[4-[5-cyclopropyl-4-fluoro-2-(2H-tetrazol-5-yl)phenyl]piperazin-1-yl]methyl]-1,3-benzothiazole C1(CC1)C=1C(=CC(=C(C1)N1CCN(CC1)CC=1SC2=C(N1)C=CC=C2)C=2N=NNN2)F